1-(2-(4-Bromophenyl)-2-oxoethyl)-3,5-dimethylpyridin-1-ium bromide [Br-].BrC1=CC=C(C=C1)C(C[N+]1=CC(=CC(=C1)C)C)=O